4-(cyclopropylamino)-2-((1r,4r)-4-hydroxycyclohexylamino)pyrimidine-5-carboxamide C1(CC1)NC1=NC(=NC=C1C(=O)N)NC1CCC(CC1)O